dibutoxy bis(ethyl acetoacetate) C(C)CC(CC(=O)OOCCCC)=O.C(C)CC(CC(=O)OOCCCC)=O